tetrahydronaphthalene-5-sulfonyl chloride C1CCCC=2C(=CC=CC12)S(=O)(=O)Cl